2-dicyclohexylphosphino-2',4',6'-triisopropyl-3,6-dimethoxy-1,1'-biphenyl C1(CCCCC1)P(C1=C(C(=CC=C1OC)OC)C1=C(C=C(C=C1C(C)C)C(C)C)C(C)C)C1CCCCC1